4-(1-benzyl-4-methoxy-2-methyl-1H-benzo[d]imidazol-6-yl)-3,5-dimethylisoxazole C(C1=CC=CC=C1)N1C(=NC2=C1C=C(C=C2OC)C=2C(=NOC2C)C)C